cyclohex-1-ene-1-carboxylic acid ethyl ester C(C)OC(=O)C1=CCCCC1